2-((S)-4-((S)-5-fluoro-2'-(((S)-1-methylpyrrolidin-2-yl)methoxy)-3,4,5',8'-tetrahydro-1H,6'H-spiro[naphthalene-2,7'-quinazolin]-4'-yl)piperazin-2-yl)acetonitrile FC1=C2CC[C@@]3(CCC=4C(=NC(=NC4C3)OC[C@H]3N(CCC3)C)N3C[C@@H](NCC3)CC#N)CC2=CC=C1